(R)-3-((8-chloroquinolin-6-yl)amino)pyrrolidine-1-carboxylic acid tert-butyl ester C(C)(C)(C)OC(=O)N1C[C@@H](CC1)NC=1C=C2C=CC=NC2=C(C1)Cl